FC=1C(=C(C=C(C1[N+](=O)[O-])OC)N1CCC(CC1)N1CCN(CC1)C)C=C 1-(1-(3-fluoro-5-methoxy-4-nitro-2-vinylphenyl)piperidin-4-yl)-4-methylpiperazine